5-chloro-N-((4-(cyclohexylamino)-2-fluorophenyl)sulfonyl)-4-(cyclopentylmethoxy)-2-fluorobenzamide ClC=1C(=CC(=C(C(=O)NS(=O)(=O)C2=C(C=C(C=C2)NC2CCCCC2)F)C1)F)OCC1CCCC1